COC1=CC=C(CN2N=CC3=C(C2=O)C(=NN3CCOCCC(N3CCN(CC3)C3=NC=C(C=N3)C(F)(F)F)=O)C(F)(F)F)C=C1 5-(4-methoxybenzyl)-1-(2-(3-oxo-3-(4-(5-(trifluoromethyl)pyrimidin-2-yl)piperazin-1-yl)propoxy)ethyl)-3-(trifluoromethyl)-1,5-dihydro-4H-pyrazolo[3,4-d]pyridazin-4-one